C(#C)C=1C=C(C=CC1)C=C1C(NC(C(N1)=O)=CC=1N=C(NC1C(C)C)C(CC)C1NCCOC1)=O 3-ethynylphenylmethylene-6-((5-isopropyl-1-(3-morpholinyl)propylimidazol-4-yl)methylene)piperazine-2,5-dione